BrC1=CC=C2C(=NC=3N(C2=C1)C=NN3)N(C)C=3C=C(C=CC3)C3=CC=C(C=C3)OC 8-bromo-N-(4'-methoxy-[1,1'-biphenyl]-3-yl)-N-methyl-[1,2,4]triazolo[4,3-a]quinazolin-5-amine